C1(CC1)C1=NN(C=C1C1=NC(=CC=C1)N1CCN(CC1)C)[C@H]1C[C@H](C1)CN (cis-3-(3-cyclopropyl-4-(6-(4-methylpiperazin-1-yl)pyridin-2-yl)-1H-pyrazol-1-yl)cyclobutyl)methanamine